benzyl 4-{2-butyl-4-(tert-butylamino)-1-[(1-((tert-butyloxy)carbonyl) hexahydropyridin-4-yl)methyl]thieno[3,2-b]imidazo[4,5-d]pyridin-7-yl}-1,2,3,6-tetrahydropyridine-1-carboxylate C(CCC)C1=NC=2C(=C3C(=NC2NC(C)(C)C)C=C(S3)C=3CCN(CC3)C(=O)OCC3=CC=CC=C3)N1CC1CCN(CC1)C(=O)OC(C)(C)C